N-(1-(2-(2,6-dioxopiperidin-3-yl)-1-oxoisoindolin-5-yl)piperidin-4-yl)-6-fluoro-5-(4-((5-fluoro-2-methyl-3-oxo-3,4-dihydroquinoxalin-6-yl)methyl)piperazin-1-yl)picolinamide O=C1NC(CCC1N1C(C2=CC=C(C=C2C1)N1CCC(CC1)NC(C1=NC(=C(C=C1)N1CCN(CC1)CC=1C(=C2NC(C(=NC2=CC1)C)=O)F)F)=O)=O)=O